C1(=CC=CC2=CC=CC=C12)C1=CC=C(C=C1)NC=1C=C(C=CC1)C1=CC=C(C=C1)C1=CC=CC=C1 (4-naphthalen-1-yl-phenyl)-[1,1':4',1'']terphenyl-3-yl-amine